C(C)N1/C(/SC2=C1C=C(C=C2)O)=C/C(C)=O (1z)-1-(3-Ethyl-5-Hydroxy-1,3-Benzothiazol-2(3h)-Ylidene)propan-2-One